1,1'-(dichloromethylene)dibenzene ClC(C1=CC=CC=C1)(C1=CC=CC=C1)Cl